1-cyano-3-fluoro-N-(5-phenyl-1,3,4-thiadiazol-2-yl)piperidine-3-carboxamide (+/-)-(cis)-Benzyl-3-amino-4-fluoropiperidine-1-carboxylate C(C1=CC=CC=C1)OC(=O)N1C[C@H]([C@H](CC1)F)N.C(#N)N1CC(CCC1)(C(=O)NC=1SC(=NN1)C1=CC=CC=C1)F |r|